NC1=C(C=C2C(=N1)N(N=C2)C2=NC=C(C(=O)NC[C@H](C(C)(C)O)F)C(=C2)NC(C)(C)C)C#N (R)-6-(6-amino-5-cyano-1H-pyrazolo[3,4-b]pyridin-1-yl)-4-(tert-butylamino)-N-(2-fluoro-3-hydroxy-3-methylbutyl)nicotinamide